BrC1=CC=C([Se]1)[Si](C)(C)C(C)(C)C (5-bromoselenophen-2-yl)(tert-butyl)dimethylsilane